NCCCCCC1=C(C=C(C=C1F)F)C1=CC(=CC=C1)CC1N(CCC1NS(=O)(=O)CC)C(=O)OC(C)(C)C tert-butyl 2-((2'-(5-aminopentyl)-3',5'-difluoro-[1,1'-biphenyl]-3-yl)methyl)-3-(ethylsulfonamido)pyrrolidine-1-carboxylate